CCC(CC)NC(=O)C1=NNC(=C1)C=1C=C(C=CC1)C=1OC(=CN1)C(=O)NCC(=O)OC(C)C isopropyl (2-(3-(3-(pentan-3-ylcarbamoyl)-1H-pyrazol-5-yl)phenyl)oxazole-5-carbonyl)glycinate